5-fluoro-3-(trimethylsilyl)pyridin-2-yl trifluoromethanesulfonate FC(S(=O)(=O)OC1=NC=C(C=C1[Si](C)(C)C)F)(F)F